C(C)(C)NC1=C2NC(NC2=NC=N1)=O 6-(isopropylamino)-7,9-dihydro-8H-purin-8-one